4-amino-6,7-dimethoxy-2-(5-methane-sulfonyl-1,2,3,4-tetrahydroisoquinolin-2-yl)-5-(2-pyridyl)quinazoline NC1=NC(=NC2=CC(=C(C(=C12)C1=NC=CC=C1)OC)OC)N1CC2=CC=CC(=C2CC1)S(=O)(=O)C